O=S1(CCCC2=CC(=CC=C12)NC1=NC=C(C(=N1)N[C@H](CO)C1=CC=CC=C1)C=1SC(=NN1)C)=O (2S)-2-[[2-[(1,1-dioxo-3,4-dihydro-2H-thiochromen-6-yl)amino]-5-(5-methyl-1,3,4-thiadiazol-2-yl)pyrimidin-4-yl]amino]-2-phenyl-ethanol